1-(phenylsulfonyl)-6-methoxyindole C1(=CC=CC=C1)S(=O)(=O)N1C=CC2=CC=C(C=C12)OC